N1N=CC(=C1)C1=CC=C(C=C1)N1CCC(CC1)CN1C(C2=CC=CC=C2CC1)=O 2-((1-(4-(1H-pyrazol-4-yl)phenyl)piperidine-4-yl)methyl)-3,4-dihydroisoquinolin-1(2H)-one